[N+](=O)([O-])C=1C=C(C=CC1NCC1CCOCC1)S(=O)(=O)NC(C1=CC=C(C=C1)N1CC2(C1)CC(C2)N2[C@@H](CCC2)C2=C(C=CC=C2)C(=C)C)=O N-{3-nitro-4-[(oxan-4-ylmethyl)amino]benzenesulfonyl}-4-{6-[(2S)-2-[2-(prop-1-en-2-yl)phenyl]pyrrolidin-1-yl]-2-azaspiro[3.3]heptan-2-yl}benzamide